(R)-4-hydroxymandelic acid OC1=CC=C([C@H](C(=O)O)O)C=C1